O.O=C(C=O)C1=CC=C(C=C1)C(F)(F)F 2-oxo-2-[4-(trifluoromethyl)phenyl]acetaldehyde hydrate